C1(=CC=CC=C1)CS(=O)(=O)OC1=C(O[C@](C1=O)([2H])C1=C(C=CC=C1)C)N (R)-2-amino-4-oxo-5-(o-tolyl)-4,5-dihydrofuran-3-yl-5-d phenylmethanesulfonate